4-amino-1-methyl-N-(2-oxopiperidin-1-yl)-N-((5-(1-(trifluoromethyl)-1H-pyrazol-4-yl)pyridin-2-yl)methyl)-1H-pyrazolo[4,3-c]quinoline-8-carboxamide NC1=NC=2C=CC(=CC2C2=C1C=NN2C)C(=O)N(CC2=NC=C(C=C2)C=2C=NN(C2)C(F)(F)F)N2C(CCCC2)=O